C(C)N(CC(=O)[O-])S(=O)(=O)C(C(C(C(C(C(C(C(F)(F)F)(F)F)(F)F)(F)F)(F)F)(F)F)(F)F)(F)F.[K+] Kalium N-ethyl-N-((heptadecafluorooctyl)sulfonyl)glycinat